C1(CCCC1)OC1=CC=C(C(=O)NC2=CC(=CC=C2)NS(=O)(=O)C)C=C1 4-(cyclopentyloxy)-N-(3-(methylsulfonamido)phenyl)benzamide